3-amino-n-propyltriethoxysilane NCCC[Si](OCC)(OCC)OCC